3-(1-oxo-5-(((1S,2S)-2-((pyridin-2-ylmethyl)amino)cyclohexyl)oxy)isoindolin-2-yl)piperidine-2,6-dione O=C1N(CC2=CC(=CC=C12)O[C@@H]1[C@H](CCCC1)NCC1=NC=CC=C1)C1C(NC(CC1)=O)=O